ammonium 1H-pyrazole-3-carboxylate N1N=C(C=C1)C(=O)[O-].[NH4+]